FC1=C(C)C=C(C(=C1F)F)F 2,3,4,5-tetrafluorotoluene